FC=1C(=NC=CC1)CNC1=NC=CC2=C1N=C(O2)CCNCC=2C=C(C=CC2)O 3-({[2-(4-{[(3-fluoropyridin-2-yl)methyl]amino}-[1,3]oxazolo[4,5-c]pyridin-2-yl)ethyl]amino}methyl)phenol